CS(=O)(=O)C[C@H](O)C1=CC(=C(C=C1)OC)OCC |r| racemic-2-methylsulfonyl-1-(3-ethoxy-4-methoxyphenyl)ethanol